C1=CC=CC=2C3=CC=CC=C3N(C12)C=1C=C(C=CC1)C=1C=C2C=3C=C(C=CC3N(C2=CC1)CCC)C1=CC=C(C#N)C=C1 4-(6-(3-(9H-carbazol-9-yl)phenyl)-9-propyl-9H-carbazol-3-yl)benzonitrile